(Z)-9-Octadecenyl methylbutyrate CC(C(=O)OCCCCCCCC\C=C/CCCCCCCC)CC